(4-(benzylthio)-6-methoxy-1,3,5-triazin-2-yl)pyridin-1-amine hydrochloride Cl.C(C1=CC=CC=C1)SC1=NC(=NC(=N1)OC)C1N(C=CC=C1)N